N1C=C(C2=CC=CC=C12)C1CC(C2=CC=CC=C12)=O 3-(1H-indol-3-yl)-2,3-dihydro-1H-inden-1-one